triazabicyclo[4.3.0]nona-1,3,5,7-tetraene-5-carboxamide C12=NN=NC(=C2C=CC1)C(=O)N